N(CCC1=CC=C(C=C1)O)=O Tyraminealdehyde